3-(4-((7-((1-(4-((5-chloro-4-((2-(dimethylphosphono)phenyl)amino)pyrimidin-2-yl)amino)-3-methoxyphenyl)piperidin-4-yl)amino)heptyl)amino)-1-oxoisoindolin-2-yl)piperidine-2,6-dione ClC=1C(=NC(=NC1)NC1=C(C=C(C=C1)N1CCC(CC1)NCCCCCCCNC1=C2CN(C(C2=CC=C1)=O)C1C(NC(CC1)=O)=O)OC)NC1=C(C=CC=C1)P(=O)(OC)OC